(R)-N-(1-(3-fluorophenyl)piperidin-3-yl)-6-morpholinopyridin-2-amine FC=1C=C(C=CC1)N1C[C@@H](CCC1)NC1=NC(=CC=C1)N1CCOCC1